4-methylphthalazine-1-amine CC1=NN=C(C2=CC=CC=C12)N